6-(2-bromoacetyl)-N,N-dimethylnicotinamide BrCC(=O)C1=NC=C(C(=O)N(C)C)C=C1